C(#N)C1=CC=C(OCC(=O)Cl)C=C1 2-(4-cyanophenoxy)acetyl chloride